O1C(NC=C1)=O OXAZOLON